CC(COCCOCCOCCO)(C)O bis-methyl-tetra-ethyleneglycol